Cl.C(#N)C=1C=C(C=CC1OC(C)C)C1=NC(=NO1)C1=CC=C(C2=CC=CC=C12)CNCC(=O)O ((4-(5-(3-cyano-4-isopropoxyphenyl)-1,2,4-oxadiazol-3-yl)naphthalen-1-yl)methyl)glycine hydrochloride